[Si](C1=CC=CC=C1)(C1=CC=CC=C1)(C(C)(C)C)O[C@H](CC(C(=C)C)=O)CN(C)CC (R)-5-((tert-butyldiphenylsilyl)oxy)-6-(ethyl-(methyl)amino)-2-methyl-hex-1-en-3-one